2-(4-{[(3S)-1-methylpiperidin-3-yl]amino}pyrido[3,4-d]pyridazin-1-yl)-5-(1,3-oxazol-2-yl)phenol CN1C[C@H](CCC1)NC=1N=NC(=C2C1C=NC=C2)C2=C(C=C(C=C2)C=2OC=CN2)O